ethyleneglycol diethyl ether C(C)OCCOCC